C(#N)C1=C(CN2N=C(C(=C2)F)C(=O)N[C@@H]2C(N(C3=C(OC2)C=CC=N3)C)=O)C=CC=C1 (S)-1-(2-Cyanobenzyl)-4-fluoro-N-(5-methyl-4-oxo-2,3,4,5-tetrahydropyrido[3,2-b][1,4]oxazepin-3-yl)-1H-pyrazole-3-carboxamide